ClC1=CC=C(C=C1)C1=N[C@@H](C=2N(C3=C1C(=C(S3)C)C)C(=NN2)C)CC(=O)OCC2=CC=C(C=C2)C(NC2=C(C=CC=C2)NC(=O)OC(C)(C)C)=O 4-((2-((tert-butoxycarbonyl)amino)phenyl)carbamoyl)benzyl (R)-2-(4-(4-chlorophenyl)-2,3,9-trimethyl-6H-thieno[3,2-f][1,2,4]triazolo[4,3-a][1,4]diazepin-6-yl)acetate